1-(2-methylbenzo[d]oxazol-5-yl)ethan-1-one benzyl-(4R and S,6'S)-6-chloro-5-fluoro-6'-methyl-2-oxo-1,2-dihydrospiro[benzo[d][1,3]oxazine-4,3'-piperidine]-1'-carboxylate C(C1=CC=CC=C1)OC(=O)N1C[C@@]2(CC[C@@H]1C)C1=C(NC(O2)=O)C=CC(=C1F)Cl.CC=1OC2=C(N1)C=C(C=C2)C(C)=O |&1:12|